2-{2-oxa-6-azaspiro[3.3]heptan-6-yl}ethan-1-one C1OCC12CN(C2)CC=O